ClC1=C(C=CC(=C1NC=1C(=C2C(N(C=NC2=CC1)C)=O)C)F)NS(=O)(=O)N1CC(C1)COC(F)(F)F N-(2-chloro-3-((3,5-dimethyl-4-oxo-3,4-dihydroquinazolin-6-yl)amino)-4-fluorophenyl)-3-((trifluoromethoxy)methyl)azetidine-1-sulfonamide